vanillylideneacetone C(C1=CC(OC)=C(O)C=C1)=CC(C)=O